(2S,4r)-1-[(2S)-2-(4-cyclopropyl-triazol-1-yl)-3,3-dimethyl-butyryl]-4-hydroxy-N-[(5-oxo-2-phenyl-pyrrolidin-2-yl)methyl]pyrrolidine-2-carboxamide C1(CC1)C=1N=NN(C1)[C@H](C(=O)N1[C@@H](C[C@H](C1)O)C(=O)NCC1(NC(CC1)=O)C1=CC=CC=C1)C(C)(C)C